C(OC(C)C)(OCOP(=O)(COC[C@]1(N2[C@H](C[C@H](C1=O)CC2)C)COC)OCOC(OC(C)C)=O)=O diisopropyl (((((((1S,2R,4R,6S)-2-(methoxymethyl)-6-methyl-3-oxoquinuclidin-2-yl)methoxy)methyl)phosphoryl)bis(oxy))bis(methylene)) bis(carbonate)